N-(5-chloro-6-(4-methyl-1H-1,2,3-triazol-1-yl)pyridin-3-yl)-1-(quinolin-5-yl)-5-(trifluoromethyl)-1H-pyrazole-4-carboxamide ClC=1C=C(C=NC1N1N=NC(=C1)C)NC(=O)C=1C=NN(C1C(F)(F)F)C1=C2C=CC=NC2=CC=C1